C(#N)CN1CC2NS(C=3C(OCC2C1)=C(N(C3)C)C(=O)NC3=CC(=C(C(=C3)F)F)F)(=O)=O 2-(cyanomethyl)-7-methyl-N-(3,4,5-trifluorophenyl)-2,3,3a,4,10,10a-hexahydro-1H,7H-dipyrrolo[3,4-b:3',4'-f][1,4,5]oxathiazocine-8-carboxamide 5,5-dioxide